C(C)N1CC(C1)(C)[C@@](C=1C=C(C=NC1)C1=NOC(=N1)C(C)(C)O)(C1=CC=C(C=C1)C(C)C)O 2-(3-{5-[(R)-(1-Ethyl-3-methyl-azetidin-3-yl)-hydroxy-(4-isopropyl-phenyl)-methyl]-pyridin-3-yl}-[1,2,4]oxadiazol-5-yl)-propan-2-ol